tert-butyl ((R)-1-(((R)-3-methyl-1-((3aR,4R,6R,7aS)-3a,5,5-trimethylhexahydro-4,6-methanobenzo[d][1,3,2]dioxaborol-2-yl)butyl) amino)-4-morpholino-1,4-dioxobutan-2-yl)carbamate CC(C[C@@H](B1O[C@]2([C@@H](O1)C[C@@H]1C([C@H]2C1)(C)C)C)NC([C@@H](CC(=O)N1CCOCC1)NC(OC(C)(C)C)=O)=O)C